N(=[N+]=[N-])[C@@H]1C[C@H](N(CC1)C(=O)OC(C)(C)C)C(NCCCCC1=C2C=C(C=NC2=CC=C1OCC1=CC=CC=C1)Br)=O tert-Butyl (2S,4S)-4-azido-2-((4-(6-(benzyloxy)-3-bromoquinolin-5-yl)butyl)carbamoyl)piperidine-1-carboxylate